N-((1r,3r)-3-(6-(((1-((1-(2-(2,6-dioxopiperidin-3-yl)-1,3-dioxoisoindoline-5-yl)piperidin-4-yl)methyl)piperidin-4-yl)methyl)amino)-9H-purin-9-yl)cyclobutyl)-6-methylpicolinamide O=C1NC(CC[C@H]1N1C(C2=CC=C(C=C2C1=O)N1CCC(CC1)CN1CCC(CC1)CNC1=C2N=CN(C2=NC=N1)C1CC(C1)NC(C1=NC(=CC=C1)C)=O)=O)=O